COC1=C(C=CC=C1)C1CCN(CC1)[C@@H]1COC2(CN(C2)C2=NC=NS2)C1 (S)-7-(4-(2-methoxyphenyl)piperidin-1-yl)-2-(1,2,4-thiadiazol-5-yl)-5-oxa-2-azaspiro[3.4]octane